1,2-bis(4-methoxyphenyl-thio)ethane COC1=CC=C(C=C1)SCCSC1=CC=C(C=C1)OC